((2R,3S,4R,5S)-5-(4-aminopyrrolo[2,1-f][1,2,4]triazin-7-yl)-2-cyano-3,4-dihydroxytetrahydrofuran-2-yl)methyl neopentyl carbonate C(OC[C@]1(O[C@H]([C@@H]([C@@H]1O)O)C1=CC=C2C(=NC=NN21)N)C#N)(OCC(C)(C)C)=O